5-(4-((7-Cyclopropyl-6-oxo-5,6-dihydro-1,5-naphthyridin-3-yl)methyl)piperazin-1-yl)-N-(2-Methoxyethyl)pyridineamide C1(CC1)C=1C(NC=2C=C(C=NC2C1)CN1CCN(CC1)C=1C=CC(=NC1)C(=O)NCCOC)=O